N-[2-(4-cyclopropyl-6-methoxy-pyrimidin-5-yl)-4-[[4-[1-methyl-4-(trifluoromethyl)imidazol-2-yl]phenyl]methoxy]pyrimidin-5-yl]-2-methoxy-acetamide C1(CC1)C1=NC=NC(=C1C1=NC=C(C(=N1)OCC1=CC=C(C=C1)C=1N(C=C(N1)C(F)(F)F)C)NC(COC)=O)OC